(S)-3-fluoro-2-hydroxy-5-(2-(4-(pyrrolidin-1-yl)phenyl)morpholine-4-carbonyl)benzaldehyde FC=1C(=C(C=O)C=C(C1)C(=O)N1C[C@@H](OCC1)C1=CC=C(C=C1)N1CCCC1)O